N-octadecyl-2-methyl-3-hydroxypyridine-4-one C(CCCCCCCCCCCCCCCCC)N1C(=C(C(C=C1)=O)O)C